FC=1C=C(C=C2C(C(N(C12)C=1C=NC=C(C1)OC(F)(F)F)=O)(C)C)C=O 7-fluoro-3,3-dimethyl-2-oxo-1-(5-(trifluoromethoxy)pyridin-3-yl)indoline-5-carbaldehyde